(2S,4r)-4-hydroxy-1-[(2S)-2-[4-[2-(methylsulfonylamino)ethyl]triazol-1-yl]-3,3-dimethyl-butyryl]-N-methyl-pyrrolidine-2-carboxamide O[C@@H]1C[C@H](N(C1)C([C@H](C(C)(C)C)N1N=NC(=C1)CCNS(=O)(=O)C)=O)C(=O)NC